ClC1=C(C=C(OC2=CC=C(C=C2)CNC)C=C1)C(F)(F)F 1-(4-(4-chloro-3-(trifluoromethyl)phenoxy)phenyl)-N-methylmethylamine